O1C(=COCC1)C1=NN2C(N(C(=C(C2=O)N2CCNCC2)CC)CC(=O)NC2=C(C(=C(C=C2)C(F)(F)F)F)C)=N1 2-(2-(5,6-Dihydro-1,4-dioxin-2-yl)-5-ethyl-7-oxo-6-(piperazin-1-yl)-[1,2,4]triazolo[1,5-a]pyrimidin-4(7H)-yl)-N-(3-fluoro-2-methyl-4-(trifluoromethyl)phenyl)acetamide